C1C2N(CCN1)CC(CC2)N2CCS(CC2)(=O)=O 4-(2,3,4,6,7,8,9,9a-octahydro-1H-pyrido[1,2-a]pyrazin-7-yl)-1,4-thiazinane 1,1-dioxide